C1(CC1)C=1N=NN(C1)[C@H](C(=O)N1[C@@H](C[C@H](C1)O)C(=O)NCC1=C(C=C(C=C1)OCCC)OC(F)F)C(C)(C)C (2S,4r)-1-[(2S)-2-(4-cyclopropyl-triazol-1-yl)-3,3-dimethyl-butyryl]-N-[[2-(difluoromethoxy)-4-propoxy-phenyl]methyl]-4-hydroxy-pyrrolidine-2-carboxamide